tert-butyl 4-[5-chloro-2-(2-fluoro-4-pyridyl)-6-[(4-methoxyphenyl) methoxy] pyrimidin-4-yl]-6-oxo-1,4-diazepan-1-carboxylate ClC=1C(=NC(=NC1OCC1=CC=C(C=C1)OC)C1=CC(=NC=C1)F)N1CCN(CC(C1)=O)C(=O)OC(C)(C)C